7-[(1S)-2-fluoro-1-methyl-ethoxy]-2-[(1S,4R)-1-methyl-2-oxabicyclo[2.2.1]Hept-4-yl]Imidazo[1,2-a]Pyridine-6-carboxylic acid FC[C@@H](OC1=CC=2N(C=C1C(=O)O)C=C(N2)[C@@]21CO[C@@](CC2)(C1)C)C